OC=1C=NC(=NC1)C=O 5-HYDROXYPYRIMIDINE-2-CARBOXALDEHYDE